NC1=NN=NN1CCCCCCCC[Si](OCC)(OCC)OCC 5-amino-1-[8-(triethoxysilyl)octyl]-1H-tetrazole